((4-(azidomethyl)-1-(trifluoromethyl)cyclohexyl)oxy)trimethylsilane N(=[N+]=[N-])CC1CCC(CC1)(C(F)(F)F)O[Si](C)(C)C